CO\C=C(\C(=O)OC)/OC1=C(C=CC(=C1)B1OC(C(O1)(C)C)(C)C)C methyl (Z)-3-methoxy-2-[2-methyl-5-(4,4,5,5-tetramethyl-1,3,2-dioxaborolan-2-yl)phenoxy]prop-2-enoate